ClC1=NC(=CC(=N1)NC1=NNC(=C1)CO)C=1C=NN(C1)C (3-((2-chloro-6-(1-methyl-1H-pyrazol-4-yl)pyrimidin-4-yl)amino)-1H-pyrazol-5-yl)methanol